[O-]S(=O)(=O)C(F)(F)F.CN1C=[N+](C=C1)CC#C 1-methyl-3-propargylimidazolium triflate